FC(C(=O)O)(F)F.N1C(CNCC1)=O Piperazine-2-one trifluoroacetate